methyl 2,5-dimethylpyrrole-1-carboxylate CC=1N(C(=CC1)C)C(=O)OC